(R)- or (S)-amino alcohol NO